N'-methylurea CNC(N)=O